2-chloro-6,7-dimethoxy-N-(piperidin-4-yl)quinazolin-4-amine hydrochloride Cl.ClC1=NC2=CC(=C(C=C2C(=N1)NC1CCNCC1)OC)OC